ClC=1C=NC=CC1SC=1N=C2C(=NC1)NC(=N2)N2CCC(CC2)(N)C 1-(5-((3-chloropyridin-4-yl)thio)-1H-imidazo[4,5-b]pyrazin-2-yl)-4-methylpiperidin-4-amine